bis(dimethylfluorenyl)(diphenylfluorenyl)(phenylmethylfluorenyl)(dimethylfluorenyl)(diphenylfluorenyl)amine CC=1C(=C(C=2CC3=CC=CC=C3C2C1)C=1C(=C2C=3C(=C(C(=C(C3CC2=CC1)N(C1=C(C(=CC=2C3=CC=CC=C3CC12)C)C)C1=C(C=CC=2C3=CC=CC=C3CC12)CC1=CC=CC=C1)C1=CC=CC=C1)C1=CC=CC=C1)C1=C(C(=CC=2C3=CC=CC=C3CC12)C1=CC=CC=C1)C1=CC=CC=C1)C1=C(C(=CC=2C3=CC=CC=C3CC12)C)C)C